NC1=CC=C(C=C1)N1CCC(CC1)N1CC(C1)N1CCC(CC1)COC1=CC(=C2C(NC(=NC2=C1)CSC1CCOCC1)=O)F 7-((1-(1-(1-(4-aminophenyl)piperidin-4-yl)azetidin-3-yl)piperidin-4-yl)methoxy)-5-fluoro-2-(((tetrahydro-2H-pyran-4-yl)thio)methyl)quinazolin-4(3H)-one